bi(cyclohexane) C1(CCCCC1)C1CCCCC1